2'-Chloro-5'-methoxy-N-(5-((1s,3s)-3-methoxy-cyclobutane-1-carbonyl)-5,6-dihydro-4H-pyrrolo[3,4-d]thiazol-2-yl)-6-methyl-[4,4'-bipyridine]-3-carboxamide ClC1=NC=C(C(=C1)C1=C(C=NC(=C1)C)C(=O)NC=1SC2=C(N1)CN(C2)C(=O)C2CC(C2)OC)OC